(R)-3-(2,6-dichloro-4-(2-(4-(3-chloropropoxy)phenyl)propan-2-yl)phenoxy)propane-1,2-diyl diacetate C(C)(=O)OC[C@@H](COC1=C(C=C(C=C1Cl)C(C)(C)C1=CC=C(C=C1)OCCCCl)Cl)OC(C)=O